FC1=C(C(=C(C=C1)OCC)C)C 4-fluoro-2,3-dimethyl-phenetole